CC1=C(C=CC=C1C=1C=C2C(N(C=NN2C1)C[C@H]1NC(CC1)=O)=O)C1=C(C(=CC=C1)C=1C=C2C(N(C=NN2C1)C[C@H]1NC(CC1)=O)=O)C 6,6'-(2,2'-dimethyl-[1,1'-biphenyl]-3,3'-diyl)bis(3-(((S)-5-oxopyrrolidin-2-yl)methyl)pyrrolo[2,1-f][1,2,4]triazin-4(3H)-one)